C1(CC1)[C@H]1CN(CCN1)C1=CC=C(N=N1)C1=NC=C(C=C1O)N1N=CC=N1 2-{6-[(3S)-3-cyclopropylpiperazin-1-yl]pyridazin-3-yl}-5-(2H-1,2,3-triazol-2-yl)pyridin-3-ol